FC1=CC=C(C=C1)/C(/C(C)(C)C1=CC(=CC(=C1)OC)OC)=C\CCCC (E)-1-(3-(4-fluorophenyl)-2-methyloct-3-en-2-yl)-3,5-dimethoxybenzene